3,3-difluorocyclobutane-carbaldehyde FC1(CC(C1)C=O)F